CN(C)CC1CN(CC1)CC=1C=C(C=C(C1)C(F)(F)F)NC(=O)C1=CSC=2CN(CCC21)C(=O)C2=CN=C1N2C=CC=C1 N-(3-((3-((dimethylamino)-methyl)pyrrolidin-1-yl)-methyl)-5-(trifluorometh-yl)phenyl)-6-(imidazo[1,2-a]pyridine-3-carbonyl)-4,5,6,7-tetrahydrothieno-[2,3-c]pyridine-3-carboxamide